C(CCCCCC)(=O)SCCNC(CCNC([C@@H](C(COP(OP(OC[C@@H]1[C@H]([C@H]([C@@H](O1)N1C=NC=2C(N)=NC=NC12)O)OP(=O)(O)O)(=O)O)(=O)O)(C)C)O)=O)=O Heptanoyl-Coenzyme A